(S)-3-(1-(4-amino-3-(5-hydroxypyridin-3-yl)-1H-pyrazolo[3,4-d]pyrimidin-1-yl)ethyl)-4-(3-((4-methylpiperazin-1-yl)methyl)phenyl)-1H-isochromen-1-one Hemisulfate S(=O)(=O)(O)O.NC1=C2C(=NC=N1)N(N=C2C=2C=NC=C(C2)O)[C@@H](C)C=2OC(C1=CC=CC=C1C2C2=CC(=CC=C2)CN2CCN(CC2)C)=O.NC2=C1C(=NC=N2)N(N=C1C=1C=NC=C(C1)O)[C@@H](C)C=1OC(C2=CC=CC=C2C1C1=CC(=CC=C1)CN1CCN(CC1)C)=O